2-(3-(4-((1H-indazol-5-yl)amino)quinazolin-2-yl)phenoxy)-N,N-dimethylacetamide N1N=CC2=CC(=CC=C12)NC1=NC(=NC2=CC=CC=C12)C=1C=C(OCC(=O)N(C)C)C=CC1